[2,5,11]benzoxadiazacyclotetradecine-3-carbonitrile C1OC(=CN=CC=CC=CN=CC2=C1C=CC=C2)C#N